C(C(=C)C)(=O)[O-].[I-].[NH4+].[NH4+] ammonium iodide methacrylate